boron-chromium [Cr].[B]